Cl.FC=1C(=C(C=CC1C(F)(F)F)C=1CCCC2=C(C1C1=CC=C(C=C1)CC1CN(C1)CCCF)C=CC(=C2)C(=O)O)C 8-(3-fluoro-2-methyl-4-(trifluoromethyl)phenyl)-9-(4-((1-(3-fluoropropyl)azetidin-3-yl)methyl)phenyl)-6,7-dihydro-5H-benzo[7]annulene-3-carboxylic acid, hydrochloride